2-(8-fluoro-2-methylimidazo[1,2-a]pyridin-6-yl)-6-(4-methylpiperazin-1-yl)quinazolin-4(3H)-one FC=1C=2N(C=C(C1)C1=NC3=CC=C(C=C3C(N1)=O)N1CCN(CC1)C)C=C(N2)C